2-((2-(4-((1H-indazol-5-yl)ethynyl)-[2,4'-bipyrimidin]-2'-yl)-2,3-dihydro-1H-pyrrolo[3,4-c]pyridin-6-yl)oxy)-N,N-dimethylacetamide N1N=CC2=CC(=CC=C12)C#CC1=NC(=NC=C1)C1=NC(=NC=C1)N1CC=2C=NC(=CC2C1)OCC(=O)N(C)C